4-(2-methoxyphenyl)-6-methyl-N-[5-(1,3-oxazole-2-carbonyl)-4H,5H,6H-pyrrolo[3,4-d][1,3]thiazol-2-yl]pyridine-3-carboxamide COC1=C(C=CC=C1)C1=C(C=NC(=C1)C)C(=O)NC=1SC2=C(N1)CN(C2)C(=O)C=2OC=CN2